NC=1C(=NC(=NC1C1=C(C(=CC=C1C)O)C)C1=CC=NC=C1)C(=O)N 5-amino-6-(3-hydroxy-2,6-dimethylphenyl)-2-(pyridin-4-yl)pyrimidine-4-carboxamide